2-[2-(cyclohexylidenemethyl)-6-methyl-phenyl]-4,4,5,5-tetramethyl-1,3,2-dioxaborolane C1(CCCCC1)=CC1=C(C(=CC=C1)C)B1OC(C(O1)(C)C)(C)C